2,3-dichloro-hexafluoro-2-butene ClC(C(F)(F)F)=C(C(F)(F)F)Cl